4-(pyrrolidin-1-yl)butane-1-thiol N1(CCCC1)CCCCS